CC1(CC2C(CCCC2CC1C)(C)C)C(C)=O (Octahydro-2,3,8,8-tetramethyl-2-naphthalenyl)-1-ethanone